7-phenoxyacetoxy-4'-methoxyisoflavone O(C1=CC=CC=C1)CC(=O)OC1=CC=C2C(C(=COC2=C1)C1=CC=C(C=C1)OC)=O